rel-2-((1R,4r)-4-((1R,3R)-3-Hydroxy-N-methylcyclopentane-1-carboxamido)cyclohexyl)-6-methoxy-N-(pyrazolo[1,5-c]pyrimidin-3-yl)-2H-indazole-5-carboxamide O[C@H]1C[C@@H](CC1)C(=O)N(C)C1CCC(CC1)N1N=C2C=C(C(=CC2=C1)C(=O)NC=1C=NN2C=NC=CC21)OC |o1:1,3|